(R)-4-(2-((4-(2-chloro-4-fluorophenyl)-2-oxo-2H-chromen-7-yl)oxy)propionyl)piperazine-1-carboxylic acid tert-butyl ester C(C)(C)(C)OC(=O)N1CCN(CC1)C([C@@H](C)OC1=CC=C2C(=CC(OC2=C1)=O)C1=C(C=C(C=C1)F)Cl)=O